C(C1=CC=CC=C1)ONC(=O)C1=CC(=C(C=C1)N(C(=O)[C@@H]1N(CC1)S(=O)(=O)C1=C(C(=C(C(=C1F)F)F)F)F)CC1=NC=C(C=C1)C1CCCC1)F (R)-N-(4-((benzyloxy)carbamoyl)-2-fluorophenyl)-N-((5-cyclopentyl-pyridin-2-yl)methyl)-1-((perfluorophenyl)sulfonyl)azetidine-2-carboxamide